N1CSC2C1=NC=1C=NN=CC21 dihydro-3-thia-1,5,6,8-tetraaza-cyclopenta[a]inden